4-cyano-N-[4-(3-cyanophenyl)-5-(2,6-dimethyl-4-pyridinyl)thiazol-2-yl]-4-fluoro-piperidine-1-carboxamide C(#N)C1(CCN(CC1)C(=O)NC=1SC(=C(N1)C1=CC(=CC=C1)C#N)C1=CC(=NC(=C1)C)C)F